7-fluoro-2-((1-(pyridin-3-yl-methyl)piperidin-4-yl)methyl)imidazo-[1,2-c]quinazolin-5-amine FC1=CC=CC=2C=3N(C(=NC12)N)C=C(N3)CC3CCN(CC3)CC=3C=NC=CC3